NNC(N=N)=N carbazone imide